CC(C=O)CCCCCCCC Methyl-Decanal